CC1=C2C=CN=C(C2=CC=C1)C(C)(C)C(C(=O)N)C1N(CCCC1)C (2-(5-methylisoquinolin-1-yl)propan-2-yl)-2-(1-methylpiperidin-2-yl)acetamide